N7-(4-isopropylphenyl)-N2-(4-morpholinophenyl)thieno[3,2-d]pyrimidine-2,7-diamine C(C)(C)C1=CC=C(C=C1)NC1=CSC2=C1N=C(N=C2)NC2=CC=C(C=C2)N2CCOCC2